4-Methyl-2-(trifluoromethyl)pyrimidine-5-sulfonyl chloride CC1=NC(=NC=C1S(=O)(=O)Cl)C(F)(F)F